BrC1=C(C=C(C=C1)C(=O)N1C[C@@H](S(C[C@H]1C)(=O)=O)C=1SC=CC1)Cl (4-bromo-3-chloro-phenyl)-[(2R,5R)-5-methyl-1,1-dioxo-2-(2-thienyl)-1,4-thiazinan-4-yl]methanone